N-(3-hydroxypropyl)carbamic acid tert-butyl ester C(C)(C)(C)OC(NCCCO)=O